C(=O)C1CCC(CC1)N1N=C2C=C(C(=CC2=C1)NC(=O)C1=NC(=CN=C1)C(F)(F)F)OC N-[2-(4-formylcyclohexyl)-6-methoxy-indazol-5-yl]-6-(trifluoromethyl)pyrazine-2-carboxamide